N-[1-(3-chlorophenyl)ethyl]piperidine-4-carboxamide ClC=1C=C(C=CC1)C(C)NC(=O)C1CCNCC1